BrC1=CC=C(N=N1)N(C(OC1=CC=C(C=C1)[N+](=O)[O-])=O)[C@@H]1CC[C@H](CC1)NC(=O)OC(C)(C)C 4-nitrophenyl (6-bromopyridazin-3-yl)(trans-4-((tert-butoxycarbonyl)amino)cyclohexyl)carbamate